[K].FC(S(=O)(=O)N)(F)F.FC(S(=O)(=O)N)(F)F bistrifluoromethanesulfonamide potassium